(S)-6-(1-amino-1,3-dihydrospiro[indene-2,4'-piperidine]-1'-yl)-3-(1-(2-fluoro-5-methoxyphenyl)vinyl)-1,5-dihydro-4H-pyrazolo[3,4-d]pyrimidin-4-one N[C@@H]1C2=CC=CC=C2CC12CCN(CC2)C=2NC(C1=C(N2)NN=C1C(=C)C1=C(C=CC(=C1)OC)F)=O